trimethyl({5-[5-(trimethylstannyl)thiophen-2-yl]thiophen-2-yl})stannane C[Sn](C=1SC(=CC1)C=1SC(=CC1)[Sn](C)(C)C)(C)C